3-bromo-5-(3-chloro-4-fluorophenoxy)-1-(2,2-difluoroethyl)-1H-1,2,4-triazole BrC1=NN(C(=N1)OC1=CC(=C(C=C1)F)Cl)CC(F)F